COC(=O)C1=CC=C(C=C1)[C@@H]1C=C(CC=N1)N1N=CC=C1 (S)-6-(4-(methoxycarbonyl)phenyl)-4-(1H-pyrazol-1-yl)-3,6-dihydropyridine